N-(7-chloro-3-cyclopropylbenzisoxazol-5-yl)acetamide benzyl-(2-(8,9-difluoro-1-(methylamino)-6-oxo-1,2,4,6-tetrahydro-5H-pyrano[3,4-c]isoquinolin-5-yl)ethyl)carbamate C(C1=CC=CC=C1)N(C(O)=O)CCN1C(C=2C=C(C(=CC2C2=C1COCC2NC)F)F)=O.ClC2=CC(=CC=1C(=NOC12)C1CC1)NC(C)=O